Methyl-(hydroxyphenyl)dimethoxysilane C[Si](OC)(OC)C1=C(C=CC=C1)O